(S)-2-(6-(3-cyanophenyl)benzo[d]oxazol-2-yl)pyrrolidine-1-carbonitrile C(#N)C=1C=C(C=CC1)C1=CC2=C(N=C(O2)[C@H]2N(CCC2)C#N)C=C1